N'-[5-bromo-2-methyl-6-[(1R)-1-methyl-2-propoxy-ethoxy]-3-pyridinyl]-N-ethyl-N-methyl-formamidine BrC=1C=C(C(=NC1O[C@@H](COCCC)C)C)N=CN(C)CC